C(\C=C\C(=O)O)(=O)O.[C@H]1(OCCN2N=C3C=CC=CC3=C21)CNC (S)-1-(3,4-dihydro-1H-[1,4]oxazino[4,3-b]indazol-1-yl)-N-methylmethanamine fumarate